C(#N)C(=C(OC)C1=CC=C(C=C1)CC(=O)NC1=CC(=NO1)CC(C)(C)C)C#N 2-[4-(2,2-dicyano-1-methoxyeth-1-en-1-yl)phenyl]-N-[3-(2,2-dimethylpropyl)-1,2-oxazol-5-yl]acetamide